C(C1=CC=CC=C1)OC1=C(C(=NC(=C1F)C(F)(F)F)[Sn](CCCC)(CCCC)CCCC)F 4-(benzyloxy)-3,5-difluoro-2-(tributylstannyl)-6-(trifluoromethyl)pyridine